FC1=C(CN2C(N3C(C(=C2)C(=O)N[C@@H]2[C@H](CCC2)O)=NC=C3)=O)C=CC(=C1)C1=CC=NN1C 6-(2-fluoro-4-(1-methyl-1H-pyrazol-5-yl)benzyl)-N-((1S,2S)-2-hydroxycyclopentyl)-5-oxo-5,6-dihydroimidazo[1,2-c]pyrimidine-8-carboxamide